(1R,2S,5R)-2-(2-((1R,5S)-6,6-dimethyl-3-oxobicyclo[3.1.1]heptan-2-yl)ethyl)-2-hydroxy-6,6-dimethylbicyclo[3.1.1]heptan-3-one CC1([C@@H]2CC(C([C@H]1C2)CC[C@@]2([C@H]1C([C@@H](CC2=O)C1)(C)C)O)=O)C